5-(2-aminoethoxy)-2-methyl-N-(1-(naphthalen-1-yl)cyclopropyl)benzamide NCCOC=1C=CC(=C(C(=O)NC2(CC2)C2=CC=CC3=CC=CC=C23)C1)C